N1(C=NC=C1)C(=O)OC[C@H]1[C@@H](OC[C@@]1(C1=C(C=CC(=C1)Br)F)NC(=S)NC(C1=CC=CC=C1)=O)C(F)(F)F (2R,3S,4R)-(4-(3-benzoylthioureido)-4-(5-bromo-2-fluorophenyl)-2-(trifluoromethyl)tetrahydrofuran-3-yl)methyl 1H-imidazole-1-carboxylate